2-amino-r-(6-chloro-5-cyano-2-methylsulfanyl-pyrimidin-4-yl)spiro[5,6-dihydrocyclopenta[b]thiophene-4,3'-azetidine]-3-carbonitrile NC1=C(C2=C(S1)CCC21CN(C1)C1=NC(=NC(=C1C#N)Cl)SC)C#N